ClC1=CC2=C([C@@H](OC(OCC2)=O)[C@H]2O[C@H]([C@@H]([C@@H]2O)O)N2C=CC3=C2N=CN=C3C)C=C1 (R)-8-chloro-1-((2S,3S,4R,5R)-3,4-dihydroxy-5-(4-methyl-7H-pyrrolo[2,3-d]pyrimidin-7-yl)tetrahydrofuran-2-yl)-5,6-dihydro-1H-benzo[e][1,3]dioxocin-3-one